5-(2-ethoxyethoxy)pentanoic acid ethyl ester C(C)OC(CCCCOCCOCC)=O